imidazoacridone N1=CN=C2C=CC3=NC4=CCC(CC4=CC3=C21)=O